C(C)(C)(C)OC(=O)N(CCC1=NC(=CC=C1[N+](=O)[O-])OC)CC1=C(C=CC(=C1Cl)F)NC1=C(C(=O)O)C=C(C(=C1)F)F 2-((2-(((tert-Butoxycarbonyl)(2-(6-methoxy-3-nitropyridin-2-yl)ethyl)amino)-methyl)-3-chloro-4-fluorophenyl)amino)-4,5-difluorobenzoic acid